C(#N)C1=NC2=CC(=CC(=C2N=C1N1CC2=CC(=C(C=C2C1)OC)OC)[C@@H](C)NC1=C(C(=O)O)C=CC=C1)C (R)-2-((1-(2-cyano-3-(5,6-dimethoxyisoindolin-2-yl)-7-methylquinoxalin-5-yl)ethyl)amino)benzoic acid